Amylacetat C(CCCC)CC(=O)[O-]